COC1=CC=CC(=N1)N1N=CC(=C1)C(C(=O)O)C 2-(1-(6-methoxypyridin-2-yl)-1H-pyrazol-4-yl)propanoic acid